OCC(CNC(=O)N1CC(C1)OC=1C=C(OC2=CC=C(C=N2)C(=O)N[C@H](C(=O)OC)CCC(C)(C)C)C=CC1)COCCOCC#C methyl (2S)-2-[[6-[3-[1-[[2-(hydroxymethyl)-3-(2-prop-2-ynoxyethoxy)propyl]carbamoyl] azetidin-3-yl]oxyphenoxy]pyridine-3-carbonyl]amino]-5,5-dimethyl-hexanoate